azetidin-3-ylmethyl 2-[1-[4-[[4-[[2-(6-methyl-2-pyridyl)pyrimidin-4-yl]amino]pyrimidin-2-yl]amino]phenyl]piperazin-2-yl]acetate CC1=CC=CC(=N1)C1=NC=CC(=N1)NC1=NC(=NC=C1)NC1=CC=C(C=C1)N1C(CNCC1)CC(=O)OCC1CNC1